glutamine-D5 [2H][C@@](C(=O)O)(C([2H])([2H])CC(=O)N)N([2H])[2H]